6-bromo-2-phenyl-pyrazolo[1,5-a]pyridine BrC=1C=CC=2N(C1)N=C(C2)C2=CC=CC=C2